4-(5-((2-fluoro-6-methoxyphenyl)amino)-6-methyl-1H-pyrazolo[3,4-b]pyridin-1-yl)-N-methylthiophene-2-carboxamide FC1=C(C(=CC=C1)OC)NC=1C=C2C(=NC1C)N(N=C2)C=2C=C(SC2)C(=O)NC